C(C)(=O)N1[C@H](CCC2=CC(=CC=C12)C1=CC=C(CNC(=O)C=2N=C3N(C=C(N=C3N3CCOCC3)C=3C=NC(=CC3)OC)C2)C=C1)C (S)-N-(4-(1-Acetyl-2-methyl-1,2,3,4-tetra-hydroquinolin-6-yl)benzyl)-6-(6-methoxypyridin-3-yl)-8-morpholinoimidazo[1,2-a]pyrazine-2-carboxamide